Pyrrolidin-3-ylmethyl (7-fluoro-6-(8-methyl-2,3-dihydro-1H-pyrido[2,3-b][1,4]oxazin-7-yl)isoquinolin-3-yl)carbamate FC1=C(C=C2C=C(N=CC2=C1)NC(OCC1CNCC1)=O)C1=C(C2=C(OCCN2)N=C1)C